FC1=C(C=CC(=C1)F)NC=1SC2=C(N1)CC[C@@]1([C@H]3CC[C@]4([C@H]([C@@H]3CC=C12)CCC4(O)C#C)C)C (5aR,5bS,7aS,10aS,10bR)-2-((2,4-difluorophenyl)amino)-8-ethynyl-5a,7a-dimethyl-5,5a,5b,6,7,7a,8,9,10,10a,10b,11-dodecahydro-4H-cyclopenta[7,8]phenanthro[2,1-d]thiazol-8-ol